C(#N)C=1C=C(C=CC1)C1=CC(=NC(=N1)NCC(=O)O)C=1N=NN(C1)CC1=NC(=CC=C1)C1CC1 [6-(m-cyanophenyl)-4-{1-[(6-cyclopropyl-2-pyridinyl)methyl]-1H-1,2,3-triazol-4-yl}-2-pyrimidinylamino]acetic acid